NC(CCN(NC([C@H](CC1CCCCC1)NC(=O)C=1NC2=CC=CC(=C2C1)OC)=O)C(CF)=O)=O N-[(1S)-2-[2-(3-amino-3-oxo-propyl)-2-(2-fluoroacetyl)hydrazino]-1-(cyclohexylmethyl)-2-oxo-ethyl]-4-methoxy-1H-indole-2-carboxamide